C(C)N(C(=O)C=1N=C(SC1)C=1C=NN(C1)C1=CC=CC=C1)C1CCNCC1 N-ethyl-2-(1-phenyl-1H-pyrazol-4-yl)-N-(piperidin-4-yl)-1,3-thiazole-4-carboxamide